[K].C(C1=CN=CC=C1)C1=C(N(CC1)C=C)O 3-nicotinyl-1-vinyl-4,5-dihydro-1H-pyrrol-2-ol potassium